N-(6-methyl-2-benzothiazolyl)-2-[(3,4,6,7-tetrahydro-4-oxo-3-phenylthieno[3,2-d]pyrimidin-2-yl)thio]acetamide methyl-3-cyano-3-phenylpropionate COC(CC(C1=CC=CC=C1)C#N)=O.CC1=CC2=C(N=C(S2)NC(CSC=2N(C(C3=C(N2)CCS3)=O)C3=CC=CC=C3)=O)C=C1